FC(S(=O)(=O)OC1=C(C(N(C(=C1)C)C1=C(C(=NC=C1C)C1=C(C(=CC=C1)NC(=O)C1(CC1)C)F)F)=O)Cl)(F)F 3-chloro-3'-fluoro-2'-(2-fluoro-3-(1-methylcyclopropane-1-carboxamido)phenyl)-5',6-dimethyl-2-oxo-2H-[1,4'-bipyridin]-4-yl trifluoromethanesulfonate